3-((3-aminopropyl)(ethyl)amino)propan-1-ol NCCCN(CCCO)CC